C(CC1=CC=CC=C1)C1OCC(O1)CCC(=O)C1=CC=2CCCCC2C=C1 (±)-3-(2-phenethyl-1,3-dioxolan-4-yl)-1-(5,6,7,8-tetrahydronaphthalen-2-yl)propan-1-one